ClC1=CC(=CC(=N1)N1[C@H](CN(CC1)C(=O)C1=C(C=C(C=C1)F)Cl)C)S(=O)(=O)CC(C)(C)C [(3S)-4-[6-chloro-4-(2,2-dimethylpropylsulfonyl)-2-pyridyl]-3-methyl-piperazin-1-yl]-(2-chloro-4-fluoro-phenyl)methanone